N-[2-(1-benzylpiperidin-4-yl)ethyl]-4-(4-fluorophenyl)piperidine-1-carboxamide C(C1=CC=CC=C1)N1CCC(CC1)CCNC(=O)N1CCC(CC1)C1=CC=C(C=C1)F